benzyl-pyrrolidine-2-carboxamide hydrochloride Cl.C(C1=CC=CC=C1)N1C(CCC1)C(=O)N